(1,5-diphenyl-1H-imidazol-2-yl)(phenyl)methanone C1(=CC=CC=C1)N1C(=NC=C1C1=CC=CC=C1)C(=O)C1=CC=CC=C1